ClC=1C=C2C(CN(CC2=C(C1)Cl)C)C=1C=C(N)C=CC1 3-(6,8-dichloro-2-methyl-1,2,3,4-tetrahydroisoquinolin-4-yl)aniline